CC1=C(C=C(C=C1)C)CC(=O)O 2,5-dimethyl-benzeneacetic acid